C(CCCC)C1=C(C(=O)O)C=CC=C1 o-amyl-benzoic acid